2-(chloromethyl)-4-methoxy-1-methylbenzene ClCC1=C(C=CC(=C1)OC)C